CP(=O)(C)C=1C=CC(=C2C[C@H]([C@H](C12)O)F)[C@H]1CCCC=2C=C(C=C(C12)C#N)F (R)-8-((1S,2R)-7-(dimethylphosphoryl)-2-fluoro-1-hydroxy-2,3-dihydro-1H-inden-4-yl)-3-fluoro-5,6,7,8-tetrahydronaphthalene-1-carbonitrile